S(=O)(=O)([O-])[O-].[La+3].[Na+].S(=O)(=O)([O-])[O-] sodium-lanthanum sulfate